[13C]1(=CC=C(C=C1)C1=CC=C(C=C1)O)O 4,4'-biphenol-13C